1,6-Hexanedial C(CCCCC=O)=O